COC(=O)C=1C=CC=2C3=C(N(C2C1)C(C1CCOCC1)C1=CC=CC=C1)C=C(C(=N3)OC(C)=O)C3=C(N=NN3C)C 2-acetoxy-3-(1,4-dimethyl-1H-1,2,3-triazol-5-yl)-5-(phenyl-(tetrahydro-2H-pyran-4-yl)methyl)-5H-pyrido[3,2-b]indole-7-carboxylic acid methyl ester